(R)-1-(4'-(4-chloro-5-(((1-phenylethoxy)carbonyl)amino)-1H-pyrazol-1-yl)-[1,1'-biphenyl]-4-yl)cyclopropane-1-carboxylic acid ClC=1C=NN(C1NC(=O)O[C@H](C)C1=CC=CC=C1)C1=CC=C(C=C1)C1=CC=C(C=C1)C1(CC1)C(=O)O